dioxazastannocan O1ON[SnH2]CCCC1